2-(6-(6-(4-methoxybenzyl)-3,6-diazabicyclo[3.1.1]heptan-3-yl)pyridin-3-yl)-6-methyl-N-(5-methyl-1H-pyrazol-3-yl)pyrimidin-4-amine COC1=CC=C(CN2C3CN(CC2C3)C3=CC=C(C=N3)C3=NC(=CC(=N3)NC3=NNC(=C3)C)C)C=C1